C(C)(C)(C)OC(=O)NCC(=O)N1CCN(CC1)C(=O)C12CC3(CC(CC(C1)C3)C2)C(=O)OC methyl 3-[4-[2-(tert-butoxycarbonylamino)acetyl]piperazine-1-carbonyl]adamantane-1-carboxylate